C(C)(C)(C)OC(=O)N1C[C@H]([C@@H](CC1)C(=O)O)O |r| rac-(3S,4R)-1-tert-butoxycarbonyl-3-hydroxy-piperidine-4-carboxylic acid